C(#C)C=1SC=C(N1)C(=O)NCCC1=CC=C(C=C1)[N+](=O)[O-] 2-Ethynyl-N-(4-nitrophenethyl)thiazole-4-carboxamide